Diisopropoxytitanium bis(ethyl acetoacetate) C(C)CC(CC(=O)[O-])=O.C(C)CC(CC(=O)[O-])=O.C(C)(C)O[Ti+2]OC(C)C